C1(CCCCC1)NC(OC1=CC(=CC=C1)C=1C=NC=C(C1)C1=NN=NN1COCC[Si](C)(C)C)=O 3-(5-(1-((2-(trimethylsilyl)ethoxy)methyl)-1H-tetrazol-5-yl)pyridin-3-yl)phenyl cyclohexylcarbamate